C(#N)C1=NC(=C2C=C(N=CC2=C1)N[C@@H]1CN(CCC1)C(=O)OC(C)(C)C)N[C@H](C)C1=CC=CC=C1 Tert-butyl (S)-3-((7-cyano-5-(((R)-1-phenylethyl)amino)-2,6-naphthyridin-3-yl) amino)piperidine-1-carboxylate